4-(dimethylamino)cyclohexanone oxime CN(C1CCC(CC1)=NO)C